ClC1=CN=CC(=N1)N1[C@@H](C2=C(CC1)NC=N2)C2=NN1C(C(=CC=C1)C(F)F)=C2 (S)-5-(6-chloropyrazin-2-yl)-4-(4-(difluoromethyl)pyrazolo[1,5-a]pyridin-2-yl)-4,5,6,7-tetrahydro-1H-imidazo[4,5-c]pyridine